2-methyl-1,2,4-triazine CN1NC=CN=C1